2,2-bis(4-aminophenyl)norbornane NC1=CC=C(C=C1)C1(C2CCC(C1)C2)C2=CC=C(C=C2)N